ClC=1C(=C(C=C(C1)Cl)C1=CN=C(N1)C1=NNC2=CC=C(C=C12)C(=O)O)OC 3-(5-(3,5-dichloro-2-methoxyphenyl)-1H-imidazol-2-yl)-1H-indazole-5-carboxylic acid